ClC1=C(C=C(C=C1)F)C1(NC(C2=C1C(=CC1=C(N(N=C21)C)NS(=O)(=O)C)NC(C2=CC(=CC(=C2)F)C(F)(F)F)=O)=O)O N-[6-(2-chloro-5-fluorophenyl)-6-hydroxy-2-methyl-3-[(methyldioxo-λ6-sulfanyl)amino]-8-oxo-7,8-dihydro-6H-pyrrolo[4,3-g]indazol-5-yl]-5-fluoro-3-(trifluoromethyl)benzamide